CC=1N=C(SC1C=O)C1=NC=CC=N1 (4-methyl-2-(pyrimidin-2-yl)thiazol-5-yl)methanone